O[C@@H]1C[C@H](N(C1)C([C@H](C(C)(C)C)NC(=O)CCCC(=O)OC)=O)C(N[C@@H](C)C1=CC=C(C=C1)C1=C(N=CS1)C)=O methyl 4-{[(2S)-1-[(2S,4R)-4-hydroxy-2-{[(1S)-1-[4-(4-methyl-1,3-thiazol-5-yl)phenyl] ethyl] carbamoyl}pyrrolidin-1-yl]-3,3-dimethyl-1-oxobutan-2-yl] carbamoyl}butanoate